sodium (2S,3R)-4-(acetyloxy)-2-ethyl-3-[(3-methylimidazol-4-yl)methyl]butanoate C(C)(=O)OC[C@@H]([C@@H](C(=O)[O-])CC)CC=1N(C=NC1)C.[Na+]